NC1=NC(=C(C=2N1N=C(N2)OCC2=NC(=CC=C2)C)C2=CN(C(C=C2)=O)C)C2=C(C#N)C=CC=C2 (5-amino-8-(1-methyl-6-oxo-1,6-dihydropyridin-3-yl)-2-((6-methylpyridin-2-yl)methoxy)-[1,2,4]triazolo[1,5-c]pyrimidin-7-yl)benzonitrile